ClC1=CC=CC=2C=3N(C(=NC12)NC=1C(N=CC=CC1)=O)N=C(N3)C=3C=NN(C3)C(C)C (3R)-3-({7-chloro-2-[1-(propan-2-yl)-1H-pyrazol-4-yl][1,2,4]triazolo[1,5-c]quinazolin-5-yl}amino)azepin-2-one